4,4'-((5,6-Dinitrobenzo[c][1,2,5]thiadiazole-4,7-diyl)bis(thiophene-5,2-diyl))bis(N-(4-(tert-butyl)phenyl)-N-(p-tolyl)aniline) [N+](=O)([O-])C1=C(C=2C(=NSN2)C(=C1[N+](=O)[O-])C1=CC=C(S1)C1=CC=C(N(C2=CC=C(C=C2)C)C2=CC=C(C=C2)C(C)(C)C)C=C1)C1=CC=C(S1)C1=CC=C(N(C2=CC=C(C=C2)C(C)(C)C)C2=CC=C(C=C2)C)C=C1